OC=1C(=CN(C(C1)=O)C1(CC1)C)C(=O)OC methyl 4-hydroxy-1-(1-methylcyclopropyl)-6-oxo-pyridine-3-carboxylate